(adamantan-1-yl)-4-phenylpyridineamide C12(CC3CC(CC(C1)C3)C2)C=2C(=NC=CC2C2=CC=CC=C2)C(=O)N